N1C=CC2=C(C=CC=C12)CN1CCN(CC1)C1=C(C(N(C2=CC=C(C=C12)F)C)=O)[N+](=O)[O-] 4-(4-((1H-Indol-4-yl)methyl)piperazin-1-yl)-6-fluoro-1-methyl-3-nitrochinolin-2(1H)-on